FCC1(CC1)CN1C=NC2=NC=C(C=C21)C(=O)O 1-((1-(fluoromethyl)cyclopropyl)methyl)-1H-imidazo[4,5-b]pyridine-6-carboxylic acid